C(C)C1=NC(=C(C(=C1C(=O)N)O)C1=C(C=C(C=C1)F)C)C 2-ethyl-5-(4-fluoro-2-methylphenyl)-4-hydroxy-6-methylpyridine-3-carboxamide